CC1=CC=C(C=C1)S(=O)(=O)OCCCCCCCCCCCCCC Tetradecyl 4-methylbenzenesulfonate